tert-Butyl 7-((6-chloro-5-(trifluoromethyl)pyridin-2-yl)oxy)-2-azaspiro[3.5]nonane-2-carboxylate ClC1=C(C=CC(=N1)OC1CCC2(CN(C2)C(=O)OC(C)(C)C)CC1)C(F)(F)F